S1C(=NC2=C1C=CC=C2)NC(=O)C=2C=CC=C1CCN(CC21)C=2SC(=C(N2)C(=O)OC)CCCO Methyl 2-(8-(benzo[d]thiazol-2-ylcarbamoyl)-3,4-dihydroisoquinolin-2(1H)-yl)-5-(3-hydroxypropyl)thiazole-4-carboxylate